[(3R,5S,8R,9S,10S,13S,14S,17S)-17-acetyl-10,13-dimethyl-2,3,4,5,6,7,8,9,11,12,14,15,16,17-tetradecahydro-1H-cyclopenta[a]phenanthren-3-yl]5-benzyloxy-2-methyl-pentanoate C(C)(=O)[C@H]1CC[C@H]2[C@@H]3CC[C@H]4C[C@@H](CC[C@@]4([C@H]3CC[C@]12C)C)OC(C(CCCOCC1=CC=CC=C1)C)=O